NC1=C2C(=NC=N1)N(N=C2C2=CC=C(C=C2)OC2=CC=CC=C2)C2CCN(CC2)C(=O)N2CCC(CC2)N2CCN(CC2)C=2C=C1C(N(C(C1=CC2)=O)C2C(NC(CC2)=O)=O)=O 5-(4-(1-(4-(4-amino-3-(4-phenoxyphenyl)-1H-pyrazolo(3,4-d)pyrimidin-1-yl)piperidine-1-carbonyl)piperidin-4-yl)piperazin-1-yl)-2-(2,6-dioxopiperidin-3-yl)isoindoline-1,3-dione